4-((4-((2-(dimethylphosphoryl)phenyl)amino)-5-(trifluoromethyl)pyrimidin-2-yl)amino)-2-fluoro-5-Methoxybenzoic acid CP(=O)(C)C1=C(C=CC=C1)NC1=NC(=NC=C1C(F)(F)F)NC1=CC(=C(C(=O)O)C=C1OC)F